N-(6-(5-chloro-6-fluoro-7-((2-hydroxyethyl)thio)-1H-indazol-4-yl)imidazo[1,2-a]pyridin-2-yl)-2-fluorocyclopropane-1-carboxamide ClC=1C(=C2C=NNC2=C(C1F)SCCO)C=1C=CC=2N(C1)C=C(N2)NC(=O)C2C(C2)F